CC(CCCCCCCCCCCCCCCCCC)(O)O eicosane-2,2-diol